5-(4-chloro-2-fluorophenyl)-2,3-dimethyl-7-((2R,4S)-2-(2-methylpyridin-4-yl)tetrahydro-2H-pyran-4-yl)-1,8-naphthyridine ClC1=CC(=C(C=C1)C1=C2C=C(C(=NC2=NC(=C1)[C@@H]1C[C@@H](OCC1)C1=CC(=NC=C1)C)C)C)F